C(#N)C(C(=O)N1C[C@@H](CCC1)NC1=C2C(=NC=C1C(=O)OCC)NC=C2)(C)C ethyl (R)-4-((1-(2-cyano-2-methyl-propanoyl)piperidin-3-yl)amino)-1H-pyrrolo[2,3-b]pyridine-5-carboxylate